trifluoroacetic acid methyl ester COC(C(F)(F)F)=O